FC(OC1=CC=C(C=C1)NC(=O)N1C[C@@H](CCC1)NC(OC(C)(C)C)=O)(F)F (R)-tert-butyl 1-(4-(trifluoromethoxy)phenylcarbamoyl)piperidin-3-ylcarbamate